FC1=C2C=CNC2=CC(=C1OC=1C=CC(=C(C1)C=1NC(=NN1)C(=O)C=1C=C(C=CC1)CCC(=O)O)F)F 3-(3-(5-(5-((4,6-difluoro-1H-indol-5-yl)oxy)-2-fluorophenyl)-4H-1,2,4-triazole-3-carbonyl)phenyl)propanoic acid